C(CCCCCCCCCCC)[N+](CC1=CC=CC=C1)(CC)CC N-dodecyl-N,N-diethyl-N-benzylammonium